N-(4-chlorobenzyl)-N-(4,4-difluorocyclohexyl)-1-(N,4-dimethylphenylsulfonimidoyl)-4-methylpyrrolidine-2-carboxamide ClC1=CC=C(CN(C(=O)C2N(CC(C2)C)S(=O)(=NC)C2=CC=C(C=C2)C)C2CCC(CC2)(F)F)C=C1